CC1=C2C3C=CC(C2=CC=C1)N3 3-methyl-11-azatricyclo[6.2.1.02,7]Undec-2,4,6,9-tetraene